C(C=CCCCCCCC)(=O)C(O)(C[N+](C)(C)C)CC([O-])=O decenoyl-carnitine